ICCOCCOCCI 1,2-di(2-iodoethoxy)ethane